C(C)[Si](CC)(CC)Br triethylsilyl bromide